2-(benzyloxy)-3-bromo-N-(cyclopent-3-en-1-yl)pyridine-4-carboxamide copper hydriodide I.[Cu].C(C1=CC=CC=C1)OC1=NC=CC(=C1Br)C(=O)NC1CC=CC1